C(C)(C)OC(=O)\N=N\C(=O)OC(C)C.[N] nitrogen (E)-diazene-1,2-dicarboxylic acid diisopropyl ester